4-[(2S)-2-(dimethylamino)-3-[3-(pyrimidin-2-yl)-3-[1-(trifluoromethyl)cyclopropyl]propanamido]propyl]-2-fluorobenzamide CN([C@@H](CC1=CC(=C(C(=O)N)C=C1)F)CNC(CC(C1(CC1)C(F)(F)F)C1=NC=CC=N1)=O)C